6-[4-[3-(2,4-dioxohexahydropyrimidin-1-yl)-1-methyl-indazol-6-yl]-1-piperidyl]hexanoic acid O=C1N(CCC(N1)=O)C1=NN(C2=CC(=CC=C12)C1CCN(CC1)CCCCCC(=O)O)C